ClC1=C(OC=2C(=NC=CC2)OCC(=O)OCC)C=C(C(=C1)F)N1C(N(C(=CC1=O)C(F)(F)F)C)=O ethyl [(3-{2-chloro-4-fluoro-5-[3-methyl-2,6-dioxo-4-(trifluoromethyl)-3,6-dihydro-pyrimidin-1(2H)-yl]phenoxy}pyridin-2-yl)oxy]acetate